1,3-dicyclohexyl-1,3-disilacyclobutane C1(CCCCC1)[SiH]1C[SiH](C1)C1CCCCC1